6,6'-(6-(4-Methoxyphenyl)-1,3,5-triazine-2,4-diyl)bis(3-((2-ethyl-hexyl)oxy)-cyclohex-2-en-1-one) COC1=CC=C(C=C1)C1=NC(=NC(=N1)C1CCC(=CC1=O)OCC(CCCC)CC)C1CCC(=CC1=O)OCC(CCCC)CC